OC(COC=1C=C(C=2N(C1)N=CC2C#N)C=2C=NC(=CC2)N2C(CNCCC2)C(=O)C2=NC=CC(=C2)C)(C)C 6-(2-Hydroxy-2-methylpropyloxy)-4-(6-(4-methylpyridinoyl-1,4-diazepan-1-yl)pyridin-3-yl)pyrazolo[1,5-a]pyridine-3-carbonitrile